3,3-dimethylcyclopropane-1,2-dicarboxylic anhydride CC1(C2C1C(=O)OC2=O)C